FC1=NC=CC=C1C=1C=C2C(=NN(C2=CC1)C1OCCCC1)C(=O)NCC1=CC=NC=C1 5-(2-fluoropyridin-3-yl)-N-(pyridin-4-ylmethyl)-1-(tetrahydro-2H-pyran-2-yl)-1H-indazole-3-carboxamide